(S)-quinuclidin-3-yl (6-(2,3-difluorophenyl)-2,2-dimethyl-2,3-dihydro-1H-inden-1-yl)carbamat FC1=C(C=CC=C1F)C1=CC=C2CC(C(C2=C1)NC(O[C@@H]1CN2CCC1CC2)=O)(C)C